8-fluoro-2,4,5-trimethyl-4,5-dihydro-[1,2,4]triazolo[1,5-a]quinoxalin-6-amine FC=1C=C(C=2N(C(C=3N(C2C1)N=C(N3)C)C)C)N